Butyl 2-((6aR,9R,10aS)-1-hydroxy-9-(hydroxymethyl)-6,6-dimethyl-6a,7,8,9,10,10a-hexahydro-6H-benzo[c]chromen-3-yl)-2-methylpropanoate OC1=C2[C@@H]3[C@H](C(OC2=CC(=C1)C(C(=O)OCCCC)(C)C)(C)C)CC[C@H](C3)CO